(S)-N-((4S,7r)-3,3-difluoro-1-oxaspiro[3.5]nonan-7-yl)-4-(5-(5-fluoro-2-methoxypyridin-4-yl)-1H-pyrazole-3-carbonyl)-4-azaspiro[2.5]octane-7-carboxamide FC1(COC12CCC(CC2)NC(=O)[C@H]2CCN(C1(CC1)C2)C(=O)C2=NNC(=C2)C2=CC(=NC=C2F)OC)F